4-fluoro-1-[5-(trifluoromethyl)pyridin-2-yl]piperidine-4-carboxylic acid FC1(CCN(CC1)C1=NC=C(C=C1)C(F)(F)F)C(=O)O